BrC1=CC(=CC=C1)Cl Bromo-3-Chlorobenzene